C1(=CC=CC=C1)C=1C=C(C=2N(C1)C=C(N2)C2=CC=C(C=O)C=C2)C2=CC=CC=C2 4-(6,8-diphenylimidazo[1,2-a]pyridin-2-yl)benzaldehyde